ethylenebis-stearoamide C(CCCCCCCCCCCCCCCCCCC(=O)N)CCCCCCCCCCCCCCCCCC(=O)N